CC=1C=CC2=C(C=C(O2)C(=O)N)C1 5-methyl-benzofuran-2-carboxamide